FC(OC1=CC2=C(C(=NO2)N2C(N3C(=C2)C([C@@H](C3)NS(=O)(=O)CC)(F)F)=O)C(=C1)C1=C(C=C(C=C1F)F)F)F N-{(6R)-2-[6-(difluoromethoxy)-4-(2,4,6-trifluorophenyl)-1,2-benzoxazol-3-yl]-7,7-difluoro-3-oxo-2,5,6,7-tetrahydro-3H-pyrrolo[1,2-c]imidazol-6-yl}ethanesulfonamide